2-naphthylformamide C1=C(C=CC2=CC=CC=C12)NC=O